FC(OC1CC(C1)CCN)(F)F 2-[(1s,3r)-3-(trifluoromethoxy)cyclobutyl]ethan-1-amine